C(C=C)(=O)N1CCC(CC1)(C)OC=1N=C2C(=NC1)NC=C2C(=O)NCC 2-[(1-acryloyl-4-methylpiperidin-4-yl)oxy]-N-ethyl-5H-pyrrolo[2,3-b]pyrazine-7-carboxamide